5-ethylsulfonyl-1-methyl-imidazole-4-formic acid C(C)S(=O)(=O)C1=C(N=CN1C)C(=O)O